CN1N=C2C=CC=CC2=C1C(=O)NC1CCC(CC1)NC1=CC=CC=2N1C=C(N2)C(F)(F)F 2-methyl-N-[(1s,4s)-4-{[2-(trifluoromethyl)imidazo[1,2-a]pyridin-5-yl]amino}cyclohexyl]-2H-indazole-3-carboxamide